COC1=CC=C(C=C1)C(O[C@H]1[C@H](O[C@H](C1)N1C(NC(C(=C1)C)=O)=O)C=O)(C1=CC=CC=C1)C1=CC=CC=C1 (2S,3R,5R)-3-[(4-methoxyphenyl)diphenylmethoxy]-5-(5-methyl-2,4-dioxo-3H-pyrimidin-1-yl)oxolane-2-carbaldehyde